2-(4-Fluorophenyl)quinolin-4(1H)-one FC1=CC=C(C=C1)C=1NC2=CC=CC=C2C(C1)=O